C[C@](N)(CCC(N)=O)C(=O)O 2-methylglutamine